N-(4-(7-amino-3-(1-methylcyclopropyl)-4-oxo-4,5-dihydro-1H-pyrazolo[3,4-d]pyridazin-1-yl)benzyl)-5-fluoro-2-methoxybenzamide NC1=NNC(C2=C1N(N=C2C2(CC2)C)C2=CC=C(CNC(C1=C(C=CC(=C1)F)OC)=O)C=C2)=O